ClC=1C(=NC(=NC1)NC1=CC(=NS1)C)C1=CC=C2CN(C(C2=C1)=O)[C@@H](C(=O)N[C@H](CO)C1=CC(=CC(=C1)OC)F)C (2R)-2-(6-{5-Chloro-2-[(3-methyl-1,2-thiazol-5-yl)amino]pyrimidin-4-yl}-1-oxo-2,3-dihydro-1H-isoindol-2-yl)-N-[(1S)-1-(3-fluoro-5-methoxyphenyl)-2-hydroxyethyl]propanamid